N-(2-((R)-2-(azetidin-1-ylmethyl)pyrrolidin-1-yl)-4-methoxy-5-((6-((R)-3-(3-phenoxyphenyl)isooxazolidin-2-yl)pyrimidin-4-yl)amino)phenyl)acrylamide N1(CCC1)C[C@@H]1N(CCC1)C1=C(C=C(C(=C1)OC)NC1=NC=NC(=C1)N1OCC[C@@H]1C1=CC(=CC=C1)OC1=CC=CC=C1)NC(C=C)=O